O(C1=CC=C(C=C1)[2H])C1OCCCC1 2-(phenoxy-4-d)tetrahydro-2H-pyran